FC=1C=CC(=C(C(=O)N(CC(F)(F)F)C(C)C)C1)OC=1C=NC=NC1 5-fluoro-N-isopropyl-2-(pyrimidin-5-yloxy)-N-(2,2,2-trifluoroethyl)benzamide